(R)-2-amino-2-(naphthalene-1-yl)acetic acid N[C@@H](C(=O)O)C1=CC=CC2=CC=CC=C12